N1CC(C1)OC1=C(C=C(C=C1)NC(C1=CC=C(C=C1)F)=O)C=1C(=NOC1C)C N-(4-(azetidin-3-yloxy)-3-(3,5-dimethylisoxazol-4-yl)phenyl)-4-fluorobenzamide